FC1=CC=C(C=C1)NC(=O)C=1C(NN(CC1O)C=1C=NC=CC1C(F)(F)F)=O N-(4-fluorophenyl)-5-hydroxy-3-oxo-1-(4-trifluoromethylpyridin-3-yl)-1,2,3,6-tetrahydropyridazine-4-carboxamide